ClC=1C(=NC(=NC1)NC1CCOCC1)C1=CC=C2CN(C(C2=C1)=O)CC(=O)N[C@H](CNC(OC(C)(C)C)=O)C1=CC=CC=C1 tert-butyl (S)-(2-(2-(6-(5-chloro-2-((oxan-4-yl)amino)pyrimidin-4-yl)-1-oxoisoindolin-2-yl)acetamido)-2-phenylethyl)carbamate